1-[4-(1-ethoxyvinyl)-6-fluoro-2-pyridyl]-5-methyl-pyrazole-3-carbonitrile C(C)OC(=C)C1=CC(=NC(=C1)F)N1N=C(C=C1C)C#N